(3R,5S,7R,8R,9S,10S,12S,13R,14S,17R)-10,13-dimethylhexadecane C[C@@H](CCCCCCCCC)CC[C@@H](CCC)C